OC1=CC2=C(C(CC3(O2)OC2=C(C(C3)(C)C)C=CC(=C2)O)(C)C)C=C1 7,7'-dihydroxy-3,3',4,4'-Tetrahydro-4,4,4',4'-tetramethyl-2,2'-spirobi(2H-1-benzopyrane)